3-oxabicyclo[3.2.1]Octane-2,4-dione C12C(OC(C(CC1)C2)=O)=O